C(C)C1C2C3C4C=CC(C3C(C1)C2)C4 8-ethyltetracyclo[4.4.0.12,5.17,10]-3-dodecene